5-chloro-7-(1-ethylcyclobutyl)-2-(methylsulfanyl)imidazo[4,3-f][1,2,4]triazine ClC=1N=C(N2N=C(N=CC21)SC)C2(CCC2)CC